2,4-diamino-6-hydroxymethylpteridine NC1=NC2=NC=C(N=C2C(=N1)N)CO